FC1=CC(=C(C=O)C=C1)C(F)(F)F 4-Fluoro-2-(trifluoromethyl)benzaldehyde